3-Iodophenyl 2,4,6-tri-O-acetyl-3-azido-3-deoxy-1-thio-α-D-galactopyranoside C(C)(=O)O[C@H]1[C@@H](SC2=CC(=CC=C2)I)O[C@@H]([C@@H]([C@@H]1N=[N+]=[N-])OC(C)=O)COC(C)=O